cyclopropyl-1H-pyrazolo[3,4-b]pyridin-3-amine C1(CC1)N1N=C(C=2C1=NC=CC2)N